(3S,4r)-3-acetamido-N-((S)-(2,3-dichloro-6-fluorophenyl)(4-fluorobicyclo[2.2.1]hept-1-yl)methyl)-4-((4-methoxybenzyl)(methyl)amino)cyclopentane-1-carboxamide C(C)(=O)N[C@H]1CC(C[C@H]1N(C)CC1=CC=C(C=C1)OC)C(=O)N[C@@H](C12CCC(CC1)(C2)F)C2=C(C(=CC=C2F)Cl)Cl